(2R,3R,4R,5R)-2-(4-Aminopyrrolo[2,1-f][1,2,4]triazin-7-yl)-2-cyano-5-(isobutyryloxymethyl)tetrahydrofuran NC1=NC=NN2C1=CC=C2[C@@]2(O[C@H](CC2)COC(C(C)C)=O)C#N